9-chloro-5-ethyl-6-oxo-6,7-dihydro-5H-benzo[d]pyrido[4,3-f][1,3]diazepine-2-carbonitrile ClC=1C=CC2=C(NC(N(C3=C2C=C(N=C3)C#N)CC)=O)C1